7-oxo-7-((7,7,8,8,8-pentafluorooctyloxy)oxy)heptanoic acid O=C(CCCCCC(=O)O)OOCCCCCCC(C(F)(F)F)(F)F